bis[(benzothienophenoxazinyl)phenyl]Thiadiazole C1(=CC=CC=2OC3=CC=C4C(=C3NC12)C1=C(S4)C=CC=C1)C1=C(C=CC=C1)C1=C(N=NS1)C1=C(C=CC=C1)C1=CC=CC=4OC2=CC=C3C(=C2NC14)C1=C(S3)C=CC=C1